FC=1C=C(C=CC1O)[C@H]1OC=2C=C(C=C(C2C[C@H]1O)O)O (2R,3R)-2-(3-fluoro-4-hydroxyphenyl)chromane-3,5,7-triol